(2S)-3-(4-bromo-3-nitrophenyl)-2-[(3R)-1-[(tert-butyloxy)carbonyl]pyrrolidin-3-yl]propanoic acid BrC1=C(C=C(C=C1)C[C@H](C(=O)O)[C@@H]1CN(CC1)C(=O)OC(C)(C)C)[N+](=O)[O-]